C(#N)CCC(CC(C)C#N)C#N 1,3,5-tricyanohexane